2-(2-methoxyethoxy)-7-(3-(pyrrolidin-1-ylmethyl)benzyl)imidazo[2,1-f][1,2,4]triazin-4-amine COCCOC1=NN2C(C(=N1)N)=NC=C2CC2=CC(=CC=C2)CN2CCCC2